C1=C(C=C(C(=C1O)O)O)C2=C(C(=O)C3=C(C=C(C=C3O2)O[C@H]4[C@@H]([C@H]([C@@H]([C@H](O4)CO)O)O)O)O)O The molecule is a myricetin O-glucoside that is myricetin with a beta-D-glucosyl residue attached at position 7. It has a role as a metabolite. It is a beta-D-glucoside, a monosaccharide derivative, a myricetin O-glucoside, a pentahydroxyflavone and a member of flavonols. It derives from a beta-D-glucose.